2-bromo-7,8-dihydro-4H-pyrazolo[1,5-a][1,4]diazepine-5(6H)-carboxylic acid tert-butyl ester C(C)(C)(C)OC(=O)N1CC=2N(CCC1)N=C(C2)Br